(S)-(3-(benzo[b]thiophen-6-yl)-4-(pyrrolidin-3-yloxy)phenyl)(4-(3-fluoro-5-(piperazin-1-yl)phenoxy)piperidin-1-yl)methanone dihydrochloride Cl.Cl.S1C2=C(C=C1)C=CC(=C2)C=2C=C(C=CC2O[C@@H]2CNCC2)C(=O)N2CCC(CC2)OC2=CC(=CC(=C2)N2CCNCC2)F